8-chloro-5-[[2-[(2S)-3-(6-fluoro-3-methyl-[1,2,4]triazolo[4,3-a]pyridin-7-yl)-2-methyl-propyl]-2-azaspiro[3.3]heptan-6-yl]methyl]-2-methyl-phthalazin-1-one ClC=1C=CC(=C2C=NN(C(C12)=O)C)CC1CC2(CN(C2)C[C@H](CC2=CC=3N(C=C2F)C(=NN3)C)C)C1